C(C)(C)(C)C=1OC2(C(N(C(C3=CC=CC=C23)=O)C2=CC=C(C=C2)C)=O)C2=C(N1)C=CC=C2 2-(tert-Butyl)-2'-(p-tolyl)-1'H-spiro[benzo[d][1,3]oxazine-4,4'-isoquinoline]-1',3'(2'H)-dione